rac-(3aR,5r,6aS)-5-benzyl-2-(2-(6-fluoro-5-hydroxypyridin-2-yl)-2-hydroxyethyl)octahydro-cyclopenta[c]pyrrol-5-ol C(C1=CC=CC=C1)C1(C[C@@H]2[C@@H](CN(C2)CC(O)C2=NC(=C(C=C2)O)F)C1)O |r|